FC1=C(C=C2C=CC(NC2=C1)=O)S(=O)(=O)NC1=NOC=C1 7-fluoro-N-(isoxazol-3-yl)-2-oxo-1,2-dihydroquinoline-6-sulfonamide